6-(4-ethoxyphenyl)-1-(3,4,5-trimethoxyphenyl)-1,3-dihydro-2H-imidazo[4,5-c]pyridin-2-one C(C)OC1=CC=C(C=C1)C1=CC2=C(C=N1)NC(N2C2=CC(=C(C(=C2)OC)OC)OC)=O